C(C)C1(CC1)C=1N=C(C2=C(N1)OC(=C2C(=O)N)C)NC2(CC2)C (1-ethylcyclopropyl)-6-methyl-4-[(1-methylcyclopropyl)amino]furo[2,3-d]pyrimidine-5-carboxamide